CC1C(OC2=C1C=CC=C2)=O 3-methylbenzofuran-2(3H)-one